NC1=C2C(=NC=N1)N(N=C2C2=CC=C1C(=NNC1=C2)C)C(C)C=2OC1=CC=CC=C1C(C2C2=CC=CC=C2)=O 2-(1-(4-Amino-3-(3-methyl-1H-indazol-6-yl)-1H-pyrazolo[3,4-d]pyrimidin-1-yl)ethyl)-3-Phenyl-4H-chromen-4-one